3-bromo-4-(trifluoromethyl)benzene-1,2-diamine BrC1=C(C(=CC=C1C(F)(F)F)N)N